2-methyl-5-[2-[[7-(5-methyl-1,2,4-oxadiazol-3-yl)-1-isoquinolinyl]amino]ethylcarbamoyl]pyrazole-3-carboxylic acid formate C(=O)O.CN1N=C(C=C1C(=O)O)C(NCCNC1=NC=CC2=CC=C(C=C12)C1=NOC(=N1)C)=O